N,N,N',N'-Tetramethylthiouronium tetrafluoroborate F[B-](F)(F)F.C[N+](=C(S)N(C)C)C